C(C1=CC=CC=C1)C1CCN(CC1)CC=1NC(=NN1)C1=CNC2=CC=C(C=C12)Cl 3-(5-((4-benzylpiperidin-1-yl)methyl)-4H-1,2,4-triazol-3-yl)-5-chloro-1H-indole